C(C)OCCOC(C=CC1=CC=C(C=C1)OC)=O 2-ethoxyethyl-p-methoxycinnamate